6-(2,6-dichloro-3,5-dimethoxyphenyl)-N-(2-(4-methylpiperazin-1-yl)ethyl)-2-(methylthio)pyrido[3,4-d]pyrimidine-8-amine ClC1=C(C(=C(C=C1OC)OC)Cl)C1=CC2=C(N=C(N=C2)SC)C(=N1)NCCN1CCN(CC1)C